4-(4-(difluoromethoxy)phenyl)-2-ethoxy-6-(1-(methyl-d3)-1H-benzo[d]imidazol-6-yl)thiazolo[4,5-b]pyridin-5(4H)-one FC(OC1=CC=C(C=C1)N1C2=C(C=C(C1=O)C=1C=CC3=C(N(C=N3)C([2H])([2H])[2H])C1)SC(=N2)OCC)F